5-(5-((3-ethyl-2,4-dioxo-1,2,3,4-tetrahydrothieno[3,2-d]pyrimidin-6-yl)methyl)-2,5-diazabicyclo[4.1.0]heptan-2-yl)-N,6-dimethylpicolinamide C(C)N1C(NC2=C(C1=O)SC(=C2)CN2CCN(C1CC21)C=2C=CC(=NC2C)C(=O)NC)=O